3-(2-(((6-chloropyrimidin-4-yl)oxy)methyl)-6-cyclopropylimidazo[1,2-a]pyridin-8-yl)oxetan-3-ol ClC1=CC(=NC=N1)OCC=1N=C2N(C=C(C=C2C2(COC2)O)C2CC2)C1